4-((2S,3R,4R,5R)-3-(3,4-difluoro-2-(methoxy-d3)phenyl)-4,5-dimethyl-5-(trifluoromethyl)tetrahydrofuran-2-carboxamido)picolinamide FC=1C(=C(C=CC1F)[C@@H]1[C@H](O[C@]([C@@H]1C)(C(F)(F)F)C)C(=O)NC1=CC(=NC=C1)C(=O)N)OC([2H])([2H])[2H]